2,4-bis(isocyanatomethyl)cyclohexaneOne N(=C=O)CC1C(CCC(C1)CN=C=O)=O